acryl-glutamic acid C(=O)(C=C)N[C@@H](CCC(=O)O)C(=O)O